C(C)(=O)SCC(CCCC(C(=O)OC(C)(C)C)(C)C=1SC(=CC1)Br)(C)C tert-butyl 7-(acetylthio)-2-(5-bromothiophen-2-yl)-2,6,6-trimethylheptanoate